C(=O)O.ClC=1C=NN(C1)CC1=CC2=C(N=C(N=C2N2CCC3(CCN(C3)C)CC2)C=2C(=NNC2)C)C=N1 6-((4-chloro-1H-pyrazol-1-yl)methyl)-2-(3-methyl-1H-pyrazol-4-yl)-4-(2-methyl-2,8-diazaspiro[4.5]decan-8-yl)pyrido[3,4-d]pyrimidine formate salt